2-(2,2'-bipyridine-5-oxy)-1-methylbenzylamine N1=C(C=CC(=C1)OC1C(CN)(C=CC=C1)C)C1=NC=CC=C1